OCCNC1=CC(=C(C=C1)[N+](=O)[O-])OC N-(2-hydroxyethyl)-3-methyl-oxy-4-nitroaniline